2-((5,5-dimethyl-4,5-dihydroisoxazol-3-yl)thio)-1,3-dimethyl-4,5-dihydro-1H-imidazol-3-ium CC1(CC(=NO1)SC=1N(CC[N+]1C)C)C